NC1=C(C=2C(=NC=C(C2S1)F)C=1C2=C(C=3C=NC(=NC3C1F)N1C[C@H]([C@H](C1)OC)NC(C)C)COC2)C#N 2-Amino-7-fluoro-4-(5-fluoro-3-((3R,4S)-3-(isopropylamino)-4-methoxypyrrolidin-1-yl)-7,9-dihydrofuro[3,4-f]quinazolin-6-yl)thieno[3,2-c]pyridine-3-carbonitrile